acryloyl-ethanolamin C(C=C)(=O)C(O)CN